N-cyclohexyl-3-(3,7-dimethylocta-2,6-dien-1-yl)-2,4-dihydroxy-6-pentylbenzamide C1(CCCCC1)NC(C1=C(C(=C(C=C1CCCCC)O)CC=C(CCC=C(C)C)C)O)=O